3-(4,7-difluoro-1-benzofuran-3-yl)-1,2,5,6-tetrahydropyridine FC1=CC=C(C2=C1C(=CO2)C=2CNCCC2)F